CN(C(=O)C(C)(C)NC(=O)C1=CC2=C(N(C(=N2)NC=2SC3=C(N2)C=CC(=C3)OC(F)(F)F)C)C=C1)C 1-Methyl-2-(6-trifluoromethoxy-benzothiazol-2-ylamino)-1H-benzimidazole-5-carboxylic acid (1-dimethylcarbamoyl-1-methyl-ethyl)-amide